C(C)C=1C(NC2=CC(=NC=C2C1)C=O)=O 3-ethyl-2-oxo-1H-1,6-naphthyridine-7-carbaldehyde